CN(C=1C=NC=2C=CC(=C(C2N1)C#N)OC1=CC(=C(C=C1)OCC1=CC=C(C=C1)OC)OC)C 3-(dimethylamino)-6-(3-methoxy-4-((4-methoxybenzyl)oxy)phenoxy)quinoxaline-5-carbonitrile